(1R,3R)-3-((S)-6-(Methoxycarbonyl)-7-methyl-2-phenethyl-6,7,8,9-tetrahydro-3H-imidazo[4,5-f]chinolin-3-yl)cyclohexan COC(=O)N1[C@H](CCC2=C3C(=CC=C12)N(C(=N3)CCC3=CC=CC=C3)C3CCCCC3)C